N-(3-chloro-5-(ethylsulfonamido)phenyl)-4-(5-fluoropyrimidin-2-yl)thiophene-2-carboxamide ClC=1C=C(C=C(C1)NS(=O)(=O)CC)NC(=O)C=1SC=C(C1)C1=NC=C(C=N1)F